N-((3S,4S)-3-fluoro-1-(oxetan-3-yl)piperidin-4-yl)-5-(1-(2-fluoroethyl)-1H-benzo[d]imidazol-6-yl)-4-methoxypyrrolo[2,1-f][1,2,4]triazin-2-amine F[C@H]1CN(CC[C@@H]1NC1=NN2C(C(=N1)OC)=C(C=C2)C=2C=CC1=C(N(C=N1)CCF)C2)C2COC2